4-((5-Bromopyrimidin-4-yl)methyl)-4-hydroxypiperidine-1-carboxylic acid tert-butyl ester C(C)(C)(C)OC(=O)N1CCC(CC1)(O)CC1=NC=NC=C1Br